C1(=CC=CC2=CC=CC=C12)CC 1-(1-naphthyl)-ethan